3,4-di-Methoxystyrene COC=1C=C(C=C)C=CC1OC